C1(=CC=CC=C1)[C@@H]1C[C@@H](NCC1)C(=O)N[C@@H](C)C(=O)O ((2R,4S)-4-phenylpiperidine-2-carbonyl)-L-alanine